4-(1-carbamimidoyl-1,2,3,6-tetrahydropyridin-4-yl)-N-(4-(1-carbamimidoyl-1,2,3,6-tetrahydropyridin-4-yl)-5-fluoro-2-methylphenyl)-3-fluorobenzamide C(N)(=N)N1CCC(=CC1)C1=C(C=C(C(=O)NC2=C(C=C(C(=C2)F)C=2CCN(CC2)C(N)=N)C)C=C1)F